2'-bromo-6'-methyl-1'-phenyl-3',6'-dihydro-7'H-spiro[cyclobutane-1,8'-dipyrrolo[2,3-b:3',2'-d]pyridin]-7'-one BrC1=C(C=2C(=NC=C3C2C2(C(N3C)=O)CCC2)N1)C1=CC=CC=C1